1-([2,3'-bipyridine]-3-carbonyl)-4-(4-fluorobenzyl)piperidine-4-carbonitrile N1=C(C(=CC=C1)C(=O)N1CCC(CC1)(C#N)CC1=CC=C(C=C1)F)C=1C=NC=CC1